C(C1=CC=CC=C1)OC(=O)NC1C2CNCC1CC2 (3-azabicyclo[3.2.1]oct-8-ylamino)methanoic acid benzyl ester